sodium 2,2'-methylene-bis(4,6-di-t-butylphenyl) phosphate P1(=O)(OC2=C(C=C(C=C2C(C)(C)C)C(C)(C)C)CC2=C(C(=CC(=C2)C(C)(C)C)C(C)(C)C)O1)[O-].[Na+]